methyl 2-(2-(difluoromethyl)-5-methoxypyridin-4-yl)-4-(methyl(5-methyl-1,3,4-oxadiazol-2-yl)amino)benzoate FC(C1=NC=C(C(=C1)C1=C(C(=O)OC)C=CC(=C1)N(C=1OC(=NN1)C)C)OC)F